C[C@H]1CN(CCC1)C1CCN(CC1)C1=NN=C(S1)C(=O)O 5-[(3R)-3-methyl-[1,4'-bipiperidine]-1'-yl]-1,3,4-thiadiazole-2-carboxylic acid